N-(2-(1-methyl-1H-1,2,3-triazol-5-yl)ethyl)-4-(5-methyl-2-((1-methyl-1H-pyrazol-5-yl)amino)pyrimidin-4-yl)oxazole-2-carboxamide CN1N=NC=C1CCNC(=O)C=1OC=C(N1)C1=NC(=NC=C1C)NC1=CC=NN1C